N=1C(NC(C=2C1C=1C=CC=CC1OC2)=O)=O chromeno[4,3-d]pyrimidinedione